ethyl-(S)-2-((1-methyl-1H-pyrazolo[4,3-d]pyrimidin-7-yl)amino)-9-(5,6,7,8-tetrahydro-1,8-naphthyridin-2-yl)nonanoic acid C(C)[C@@](C(=O)O)(CCCCCCCC1=NC=2NCCCC2C=C1)NC=1C2=C(N=CN1)C=NN2C